7-(1-(fluoromethyl)cyclopropyl)-5-iodo-7H-pyrrolo[2,3-d]pyrimidin-4-amine FCC1(CC1)N1C=C(C2=C1N=CN=C2N)I